CC1(C2CN(C(C12)C(=O)N)C([C@@H](NC(C(F)(F)F)=O)CC1=NC=CC=C1)=O)C 6,6-dimethyl-3-[3-(pyridin-2-yl)-N-(trifluoroacetyl)-L-alanyl]-3-azabicyclo[3.1.0]hexane-2-carboxamide